C(C)(C)NC1=C(C=NC2=CC=C(C=C12)C=1C=NNC1)C=1N=NN(C1)CCS(=O)(=O)C N-isopropyl-3-(1-(2-(methylsulfonyl)ethyl)-1H-1,2,3-triazol-4-yl)-6-(1H-pyrazol-4-yl)quinolin-4-amine